N1C=NC2=C1C=CC(=C2)S(=O)(=O)N2CCC1(C[C@H](CO1)NC[C@@H](COC=1C=C(C=CC1)S(=O)(=O)NC)O)CC2 3-((S)-3-((R)-8-(1H-benzo[d]imidazol-5-ylsulfonyl)-1-oxa-8-azaspiro[4.5]decan-3-ylamino)-2-hydroxypropoxy)-N-methylbenzenesulfonamide